(S)-4-(cyclopropylethynyl)-6-fluoro-7-((4-methyl-6-oxopyrimidin-1(6H)-yl)methyl)-4-(trifluoromethyl)-3,4-dihydroquinazolin-2(1H)-one C1(CC1)C#C[C@@]1(NC(NC2=CC(=C(C=C12)F)CN1C=NC(=CC1=O)C)=O)C(F)(F)F